FC=1C=C(C#N)C=C(C1)[C@@H]1CC=NN1C(=O)N1CC(C1)OC1=CC(=NC=C1F)C=1N(C=CN1)C (S)-3-fluoro-5-(1-(3-((5-fluoro-2-(1-methyl-1H-imidazol-2-yl)pyridin-4-yl)oxy)azetidine-1-carbonyl)-4,5-dihydro-1H-pyrazol-5-yl)benzonitrile